Pyridazin-4-yl-(4-(2-(trifluoromethyl)phenyl)piperidin-1-yl)methanone N1=NC=C(C=C1)C(=O)N1CCC(CC1)C1=C(C=CC=C1)C(F)(F)F